N,N-bis(4-Tolyl)Aniline C1(=CC=C(C=C1)N(C1=CC=CC=C1)C1=CC=C(C=C1)C)C